C(#C)C=1C=CC=C2C=CC=C(C12)C1=CC=C2C(=NC(=NC2=C1F)OCC12CCCN2CCC1)N1C[C@@H](NCC1)CC#N (S)-2-(4-(7-(8-ethynylnaphth-1-yl)-8-fluoro-2-((tetrahydro-1H-pyrrolizin-7a(5H)-yl)methoxy)quinazolin-4-yl)piperazin-2-yl)acetonitrile